perfluoro-octanethiol FC(C(C(C(C(C(C(C(F)(F)F)(F)F)(F)F)(F)F)(F)F)(F)F)(F)F)(S)F